C(CCC(=O)O)(=O)O.C(CCC(=O)O)(=O)O.N1C(=NC2=C1C=CC=C2)N 1H-benzo[d]imidazol-2-amine disuccinate